C(C)(C)(C)OC(=O)N1C(CNCC1)C1=NC=C(C=C1)N1C(NC(CC1)=O)=O [5-(2,4-Dioxohexahydropyrimidin-1-yl)-2-pyridinyl]Piperazine-1-carboxylic acid tert-butyl ester